N1=CC(=CC=C1)C=1C=C(C=CC1)C1=CN(CCS1)C=1C2=C(N=CN1)NC=C2 6-(3-(pyridin-3-yl)phenyl)-4-(7H-pyrrolo[2,3-d]pyrimidin-4-yl)-3,4-dihydro-2H-1,4-thiazine